4-((7-(2-(2-((2-(2,6-dioxopiperidin-3-yl)-1-oxoisoindoline-5-yl)amino)-8-azaspiro[4.5]dec-8-yl)-2-oxoethoxy)-6-methoxyquinazolin-4-yl)oxy)-3-fluorobenzene O=C1NC(CCC1N1C(C2=CC=C(C=C2C1)NC1CC2(CC1)CCN(CC2)C(COC2=C(C=C1C(=NC=NC1=C2)OC2=C(C=CC=C2)F)OC)=O)=O)=O